CC(CC)N1C2C(=CC=3C=C(C(=CC13)OCCCN1CCCC1)OC)CCC2 N-(butan-2-yl)-7-methoxy-6-[3-(pyrrolidin-1-yl)propoxy]-1H,2H,3H-cyclopenta[b]quinolin